(S)-2-((1H-pyrazolo[4,3-d]pyrimidin-7-yl)amino)-4-((2-(dimethylamino)-2-oxoethyl)(4-(5,6,7,8-tetrahydro-1,8-naphthyridin-2-yl)butyl)amino)butanoic acid N1N=CC=2N=CN=C(C21)N[C@H](C(=O)O)CCN(CCCCC2=NC=1NCCCC1C=C2)CC(=O)N(C)C